C(CCCCCCC=CCC=CCC=CCCCCCCC)(=O)OC methyl 8,11,14-docosatrienate